(7R,8aS)-2-(5-(1-(tert-butyl)-5-(2,3-dimethylphenyl)-6-methoxy-1H-pyrazolo[4,3-b]pyridin-3-yl)pyridin-2-yl)octahydropyrrolo[1,2-a]pyrazin-7-ol C(C)(C)(C)N1N=C(C2=NC(=C(C=C21)OC)C2=C(C(=CC=C2)C)C)C=2C=CC(=NC2)N2C[C@H]1N(CC2)C[C@@H](C1)O